O1CCN(CCC1)CCN1C(C(=C(C2=CC(=CN=C12)C1=CC=C(C=C1)F)O)C(=O)NC1CC2(CC2)C1)=O 1-(2-(1,4-oxazepan-4-yl)ethyl)-6-(4-fluorophenyl)-4-hydroxy-2-oxo-N-(spiro[2.3]hexan-5-yl)-1,2-dihydro-1,8-naphthyridine-3-carboxamide